C=1(C(=CC=CC1)B1OC(C)(C)C(C)(C)O1)C1=CC=CC=C1 biphenylboronic acid pinacol ester